CN1CC2(C(=C(C1=O)S(=O)(=O)C1=CC=CC=C1)C1=CC=CC=C1)C=CC(C=C2)=O 2-Methyl-5-phenyl-4-(phenylsulfonyl)-2-azaspiro[5.5]undeca-4,7,10-triene-3,9-dione